C[C@@H]1[C@H](C(N(C1)C1CCN(CC1)C1=NC=C(C=N1)C(F)(F)F)=O)OC[C@H](C)NC1=C(C(NN=C1)=O)C(F)(F)F 5-(((S)-1-(((3R,4S)-4-methyl-2-oxo-1-(1-(5-(trifluoromethyl)pyrimidin-2-yl)piperidin-4-yl)pyrrolidin-3-yl)oxy)propan-2-yl)amino)-4-(trifluoromethyl)pyridazin-3(2H)-one